O1C2C(N(CC1)C(=O)C=1N=C(SC1)C=1C=NN(C1)C1=CC=CC=C1)CNC2 4-{octahydropyrrolo[3,4-b][1,4]oxazine-4-carbonyl}-2-(1-phenyl-1H-pyrazol-4-yl)-1,3-thiazole